C(C)(C)(C)OC(=O)N[C@H](C(=O)OCCCC)CCSCCC(C)(C)C (S)-butyl 2-((tert-butoxycarbonyl)amino)-4-((3,3-dimethylbutyl)thio)butanoate